SC1=NN=C(S1)NC(OC(C)(C)C)=O tert-butyl (5-sulfanyl-1,3,4-thiadiazol-2-yl)carbamate